ClC=1N=CC(=NC1)C(=O)C1CC1 (5-chloropyrazin-2-yl)-cyclopropyl-methanone